CC(C)(C)OC(=O)N1C[C@H](CCC1)O (3S)-3-hydroxyhexahydropyridine-1-carboxylic acid-2-methylpropan-2-yl ester